ClC=1C=C(C=CC1F)NC1=NC=NC2=CC(=C(C=C12)NC(C=CCN1CCCCC1)=O)OCCN1CCCCC1 4-Piperidin-1-yl-but-2-enoic acid [4-(3-chloro-4-fluoro-phenylamino)-7-(2-piperidin-1-yl-ethoxy)-quinazolin-6-yl]-amide